tert-butyl (3R)-3-(hydroxymethyl)morpholine-4-carboxylate OC[C@H]1N(CCOC1)C(=O)OC(C)(C)C